CN1N=C(C=2CN(CCCC21)C(C)=O)C(=O)N2CCC(CC2)C2=C(C=CC=C2)C(F)(F)F 1-(1-methyl-3-(4-(2-(trifluoromethyl)phenyl)piperidine-1-carbonyl)-4,6,7,8-tetrahydropyrazolo[4,3-c]azepin-5(1H)-yl)ethan-1-one